C(C)C1(CC2CCCCC2CC1)OC(=O)C1C2C=CC(C1)C2=O 5-(2-ethyldecahydronaphthalen-2-yloxycarbonyl)-7-oxo-bicyclo[2.2.1]Hept-2-ene